3-(4-((4-(5-((3-benzyl-9-methyl-4H,6H-thieno[2,3-e][1,2,4]triazolo[3,4-c][1,4]oxazepin-2-yl)ethynyl)pyridin-2-yl)butyl)amino)-6-fluoro-1-oxoisoindolin-2-yl)piperidine-2,6-dione C(C1=CC=CC=C1)C1=C(SC=2N3C(COCC21)=NN=C3C)C#CC=3C=CC(=NC3)CCCCNC3=C2CN(C(C2=CC(=C3)F)=O)C3C(NC(CC3)=O)=O